COC(/C=C/CO)OC trans-4,4-dimethoxy-2-butenol